CN1C=[N+](C=N1)N 1-methyl-4-amino-4H-1,2,4-triazolium